3-(4-(2,5-Diazabicyclo[2.2.2]octan-2-yl)-8-fluoro-2-(((2R,7aS)-2-fluorotetrahydro-1H-pyrrolizin-7a(5H)-yl-2-d)methoxy)pyrido[4,3-d]pyrimidin-7-yl)-4-(trifluoromethyl)phenol C12N(CC(NC1)CC2)C=2C1=C(N=C(N2)OC[C@]23CCCN3C[C@](C2)([2H])F)C(=C(N=C1)C=1C=C(C=CC1C(F)(F)F)O)F